BrC1=C(C=C(C=C1)C)CC(=O)[O-] 2-(2-bromo-5-methylphenyl)acetate